2-[(4-{1-[(4-chlorophenyl)methoxy]-1H-pyrazol-3-yl}piperidin-1-yl)methyl]-1-[(1-ethyl-1H-imidazol-5-yl)methyl]-1H-benzimidazole-6-carboxylic acid ClC1=CC=C(C=C1)CON1N=C(C=C1)C1CCN(CC1)CC1=NC2=C(N1CC1=CN=CN1CC)C=C(C=C2)C(=O)O